1-undecyl-1-methylpiperidinium C(CCCCCCCCCC)[N+]1(CCCCC1)C